ethyl-2'-methoxy-3'-nitro-3,5-dicarboxy-1,1'-biphenyl C(C)C1=C(C=C(C=C1C(=O)O)C(=O)O)C1=C(C(=CC=C1)[N+](=O)[O-])OC